2-(4'-methoxyphenyl)-1,2-ethanedione COC1=CC=C(C=C1)C(C=O)=O